(2R,3R,3aS,6S,6aR)-6-((2-amino-3-bromoquinolin-7-yl)methyl)-2-(4-amino-5-methyl-7H-pyrrolo[2,3-d]pyrimidin-7-yl)hexahydro-3aH-cyclopenta[b]furan-3,3a-diol NC1=NC2=CC(=CC=C2C=C1Br)C[C@@H]1CC[C@]2([C@@H]1O[C@H]([C@@H]2O)N2C=C(C1=C2N=CN=C1N)C)O